[Si]=O.[Zr].[La].[Li] lithium lanthanum zirconium silicon oxide